5-(2-(ethyl-(isopropyl)carbamoyl)-4-fluorophenoxy)pyrimidine 1-oxide C(C)N(C(=O)C1=C(OC=2C=NC=[N+](C2)[O-])C=CC(=C1)F)C(C)C